2-amyl-9-anthrone C(CCCC)C1=CC=2C(C3=CC=CC=C3CC2C=C1)=O